O1CCOC12CNCC2 1,4-dioxa-7-azaspiro[4.4]nonan